C1(CC1)C=1N=C(N=NC1)N 5-cyclopropyl-1,2,4-triazine-3-amine